O[C@H]1[C@@H](CC12CCC(CC2)NC(OC(C)(C)C)=O)[C@@H]2N1C(C3=CC=CC=C23)=CN=C1 tert-butyl ((1S,2S,4r,7S)-1-hydroxy-2-((S)-5H-imidazo[5,1-a]isoindol-5-yl)spiro[3.5]nonan-7-yl)carbamate